C(CCCCC(=O)OCC(COC(CCCCC(=O)OCC\C=C/CCCCC)=O)(CO)COC(=O)C1C[C@@H]2C([C@@H]2C1)(F)F)(=O)OCC\C=C/CCCCC O6-[2-[[(1S,5R)-6,6-difluorobicyclo[3.1.0]hexane-3-carbonyl]oxymethyl]-2-(hydroxymethyl)-3-[6-[(Z)-non-3-enoxy]-6-oxo-hexanoyl]oxy-propyl] O1-[(Z)-non-3-enyl] hexanedioate